PC(CC(=O)O)(CCC(=O)O)C(=O)O 2-phosphinobutane-1,2,4-tri-carboxylic acid